FC1=C(C=CC=C1)N1C(N(C(=C1)C1=CC=CC=C1)CC1=CC=C(C=C1)C(F)(F)F)=S 1-(2-fluorophenyl)-4-phenyl-3-(4-(trifluoromethyl)benzyl)-1,3-dihydro-2H-imidazole-2-thione